CC1=NC(=NC(=C1)NC)NC=1C=C(C2=C(CCO2)C1)C=1CCN(CC1)C(=O)OC(C)(C)C Tert-butyl 4-[5-[[4-methyl-6-(methylamino)pyrimidin-2-yl]amino]-2,3-dihydrobenzofuran-7-yl]-3,6-dihydro-2H-pyridine-1-carboxylate